7,7-dimethyl-1-carbonyl-1,3,4,6,7,8-hexahydro-2H-cyclopenta[4,5]pyrrolo[1,2-a]pyrazine-9-carbonitrile CC1(CC2=C(C(=C3N2CCNC3=C=O)C#N)C1)C